C(CCC)[Sn](C=1OC=CC1)(CCCC)CCCC tributyl-(2-furyl)stannane